FC=1C=C(CCNC=2C=3N(N=C(C2)C=2C(NC(NC2)=O)=O)C=CN3)C=CC1 5-(8-((3-fluorophenethyl)amino)imidazo[1,2-b]pyridazin-6-yl)pyrimidine-2,4(1H,3H)-dione